fluoro-2,3-dihydrospiro[benzo[d]pyrrolo[1,2-a]imidazole-1,1'-cyclopropan] FC1C2(C1)CCC=1N2C2=C(N1)C=CC=C2